1-cyano-2-(4-ethylbenzyl)-4-(β-D-glucopyranos-1-yl)-5-methyl-benzene C(#N)C1=C(C=C(C(=C1)C)[C@]1(O)[C@H](O)[C@@H](O)[C@H](O)[C@H](O1)CO)CC1=CC=C(C=C1)CC